N1C(NC(C=C1)=O)=O Pyrimidindion